COC=1C=C2C(=C(C(=NC2=CC1)C(F)(F)F)C#CC1=CC=CC=C1)C1=CC=CC=C1 6-Methoxy-4-phenyl-3-(phenylethynyl)-2-(trifluoromethyl)quinoline